FC1=C(C=CC=C1)C#CC1=CC=C(C(=O)NCC2(CCOCC2)CC(=O)O)C=C1 2-(4-((4-((2-fluorophenyl)ethynyl)benzoylamino)methyl)tetrahydro-2H-pyran-4-yl)acetic acid